3β-Hydroxy-20-isopentylamino-5α-pregnane hydrochloride Cl.O[C@@H]1C[C@@H]2CC[C@H]3[C@@H]4CC[C@H](C(C)NCCC(C)C)[C@]4(CC[C@@H]3[C@]2(CC1)C)C